(S)-N-(5-(difluoromethyl)-2-(methylcarbamoyl)phenyl)-3-(3-fluoro-4-methylphenyl)-3-(1,2,4-thiadiazol-5-yl)pyrrolidine-1-carboxamide FC(C=1C=CC(=C(C1)NC(=O)N1C[C@@](CC1)(C1=NC=NS1)C1=CC(=C(C=C1)C)F)C(NC)=O)F